7-(2-(2,4-difluorophenoxy)-5-(2-hydroxypropan-2-yl)phenyl)-5-methylthieno[3,2-c]pyridin-4(5H)-one FC1=C(OC2=C(C=C(C=C2)C(C)(C)O)C=2C3=C(C(N(C2)C)=O)C=CS3)C=CC(=C1)F